C(C)OC(C(C(CC)=O)N1[C@@H](CN(CC1)C(=O)OC(C)(C)C)C)=O Tert-butyl (3R)-4-(1-ethoxy-1,3-dioxopentan-2-yl)-3-methylpiperazine-1-carboxylate